C(=O)O.ClC1=CC=2C3=C(C=NC2C=C1)N=C(N3[C@H]3C[C@H](OCC3)C)CCC#N 3-{8-chloro-1-[(2R,4R)-2-methyltetrahydro-2H-pyran-4-yl]-1H-imidazo[4,5-c]quinolin-2-yl}propanenitrile, formate salt